C(C)OC(=O)C1=CNC2=C1N=CN=C2NCC2=CC=C(C=C2)CP(=O)(OCC)OCC.NC(C(=O)NC2=CC=C(C=C2)C2=CC(=C(C=C2)Cl)Cl)CCCC 2-amino-N-(3',4'-dichloro-[1,1'-biphenyl]-4-yl)hexanamide ethyl-4-[([4-[(diethoxyphosphoryl)methyl]phenyl]methyl)amino]-5H-pyrrolo[3,2-d]pyrimidine-7-carboxylate